potassium methylene bisnaphthalenesulfonate bis(2,2-dimethylpropionyloxymethyl)succinate CC(C(=O)OCOC(CCC(=O)OCOC(C(C)(C)C)=O)=O)(C)C.C1(=CC=CC2=CC=CC=C12)S(=O)(=O)OCOS(=O)(=O)C1=CC=CC2=CC=CC=C12.[K]